N1N=C(C2=CC=CC=C12)CCC1N(CCC2=CC(=C(C=C12)OCC)OC)C=O 1-(2-(1H-indazol-3-yl)ethyl)-7-ethoxy-6-methoxy-3,4-dihydroisoquinolin-2(1H)-formaldehyde